ClC1=C(C=C(C=C1)F)NC(=O)C=1N=NC(=CC1)NC1C[C@@H]2[C@@H](CN(C2)CC2CCOCC2)C1 N-(2-chloro-5-fluorophenyl)-6-(((3aR,5s,6aS)-2-((tetrahydro-2H-pyran-4-yl)methyl)octahydrocyclopenta[c]pyrrol-5-yl)amino)pyridazine-3-carboxamide